5-(1-(tert-butoxycarbonyl)-1,2,3,6-tetrahydropyridin-4-yl)-3-isopropyl-6-methyl-1H-indole-1-carboxylic acid tert-butyl ester C(C)(C)(C)OC(=O)N1C=C(C2=CC(=C(C=C12)C)C=1CCN(CC1)C(=O)OC(C)(C)C)C(C)C